C(C1=CC=CC=C1)N1C=C2C(C=3C=CC=NC13)=CCN(C2)CC2=NC=CC(=C2)Cl 6-Benzyl-3-((4-chloropyridin-2-yl)methyl)-2,3,4,6-tetrahydropyrido[3,4-c][1,8]naphthyridine